CN(C1(CCC2(CN(C(N2)=O)CC2=CC=C(C=C2)OC)CC1)C1=CC(=CC=C1)OCOC)C cis-8-dimethylamino-8-[3-(methoxymethoxy)-phenyl]-3-[(4-methoxyphenyl)-methyl]-1,3-diazaspiro[4.5]decan-2-one